Methyl (S)-2-(((methylsulfonyl)oxy)methyl)-1-(oxetan-2-ylmethyl)-7,8-dihydro-1H-[1,4]dioxino[2',3':3,4]benzo[1,2-d]imidazole-5-carboxylate CS(=O)(=O)OCC=1N(C2=C(N1)C=C(C1=C2OCCO1)C(=O)OC)C[C@H]1OCC1